FC(N1N=C(C=C1)C1=CC(=NC=C1[N+](=O)[O-])C1=CC=C(C=C1)F)F 4-(1-(difluoromethyl)-1H-pyrazol-3-yl)-2-(4-fluorophenyl)-5-nitropyridine